Allyl (S)-4-((2-(benzo[d][1,3]dioxol-5-yl)ethyl)amino)-3-((tert-butoxycarbonyl)amino)-4-oxobutanoate O1COC2=C1C=CC(=C2)CCNC([C@H](CC(=O)OCC=C)NC(=O)OC(C)(C)C)=O